pyrido[1,2-a]pyrimidine-4-one N1=C2N(C(C=C1)=O)C=CC=C2